1-methyl-1-(2-(pyrazolo[1,5-a]pyrazine-3-carbonyl)-2-azaspiro[3.3]heptan-6-yl)-3-(4-(trifluoromethoxy)pyridin-2-yl)urea CN(C(=O)NC1=NC=CC(=C1)OC(F)(F)F)C1CC2(CN(C2)C(=O)C=2C=NN3C2C=NC=C3)C1